FC1=C(C=O)C=C(C=C1)C(F)(F)F 2-fluoro-5-(trifluoro-methyl)benzaldehyde